C1(CCCCC1)CC(=O)O[C@@H]1[C@H](O[C@@]([C@@H]1O)(C#N)C1=CC=C2C(=NC=NN21)NC(=O)OCOC(C)=O)CO (2R,3S,4R,5R)-5-(4-(((acetoxymethoxy)carbonyl)amino) pyrrolo[2,1-f][1,2,4]triazin-7-yl)-5-cyano-4-hydroxy-2-(hydroxymethyl)tetrahydrofuran-3-yl 2-cyclohexylacetate